FC=1C(=NC(=C(C1)C(F)(F)F)OC)NS(=O)(=O)C1=CNC2=C1C=CC=1C=CNC21 N-(3-fluoro-6-methoxy-5-(trifluoromethyl)pyridin-2-yl)-1,8-dihydropyrrolo[3,2-g]indole-3-sulfonamide